C(C)(=O)N1CCC(CC1)N1CC(C1)N1N=C(C(=C1)NC(C1=NC(=CC=C1)C=1C=NN(C1)C1(CCC1)CN)=O)C(F)F N-(1-(1-(1-acetylpiperidin-4-yl)azetidin-3-yl)-3-(difluoromethyl)-1H-pyrazol-4-yl)-6-(1-(1-(aminomethyl)cyclobutyl)-1H-pyrazol-4-yl)-2-picolinamide